(S,E)-7-amino-1-(4-(2-fluorophenoxy)phenyl)-3-(1-(4-methoxybut-2-enoyl)pyrrolidin-3-yl)-1,5-dihydro-4H-pyrrolo[2,3-d]pyridazin-4-one NC1=NNC(C2=C1N(C=C2[C@H]2CN(CC2)C(\C=C\COC)=O)C2=CC=C(C=C2)OC2=C(C=CC=C2)F)=O